(S,E)-7-(Dimethylamino)-1-((1-((5-fluoro-1H-indol-2-yl)methyl)-2-oxo-1,2-dihydropyridin-3-yl)amino)-1,7-dioxohept-5-en-2-yl-pyrrolidin-1-carboxylat CN(C(/C=C/CC[C@@H](C(=O)NC=1C(N(C=CC1)CC=1NC2=CC=C(C=C2C1)F)=O)OC(=O)N1CCCC1)=O)C